isopropyl (2R,3S)-3-((dimethylsulfamoyl)amino)-2-(((1-(pyrimidin-2-yl)piperidin-4-yl)oxy)methyl)piperidine-1-carboxylate CN(S(=O)(=O)N[C@@H]1[C@@H](N(CCC1)C(=O)OC(C)C)COC1CCN(CC1)C1=NC=CC=N1)C